NC1=NC=C(C=N1)C(=C)C1=NNC2=NC(=CN=C21)N2CCC1(CC2)[C@@H](C2=CC=CC=C2C1)N (S)-1'-(3-(1-(2-aminopyrimidin-5-yl)vinyl)-1H-pyrazolo[3,4-b]pyrazin-6-yl)-1,3-dihydro-spiro[inden-2,4'-piperidin]-1-amine